CCS(=O)(=O)OC1CCN(CC1)S(=O)(=O)C (1-(methylsulfonyl) piperidin-4-yl) methyl-methanesulfonate